2-{3-[(3S,5R)-3-cyclobutyl-5-methylpiperazin-1-yl]-1,2,4-triazin-6-yl}-5-(2H-1,2,3-triazol-2-yl)phenol C1(CCC1)[C@H]1CN(C[C@H](N1)C)C=1N=NC(=CN1)C1=C(C=C(C=C1)N1N=CC=N1)O